(4-chloro-3-(4-ethoxybenzyl)phenyl)(4-methoxyphenyl)methanone ClC1=C(C=C(C=C1)C(=O)C1=CC=C(C=C1)OC)CC1=CC=C(C=C1)OCC